ClCCN1C(=NC2=C(C1=O)C=NN2C2=CC=C(C=C2)Cl)C=2C(=NC=CC2)F 5-(2-chloroethyl)-1-(4-chlorophenyl)-6-(2-fluoropyridin-3-yl)-1,5-dihydro-4H-pyrazolo[3,4-d]pyrimidin-4-one